6-chloro-4-[6-(3,6-diazabicyclo[3.1.1]heptan-3-yl)-3-pyridyl]pyrazolo[1,5-a]pyrazine-3-carbonitrile ClC=1N=C(C=2N(C1)N=CC2C#N)C=2C=NC(=CC2)N2CC1NC(C2)C1